5-((1R,4R)-1,4-dimethyl-8-(piperazin-1-yl)-3,4-Dihydropyrazino[1,2-b]indazole-2(1H)-yl)quinoline-8-carbonitrile C[C@H]1N(C[C@H](N2N=C3C=C(C=CC3=C21)N2CCNCC2)C)C2=C1C=CC=NC1=C(C=C2)C#N